(5R)-2-(2-Fluoro-4-methylsulfonylphenyl)-N-[(3S)-9-fluoro-2-oxo-5-phenyl-1,3-dihydro-1,4-benzodiazepin-3-yl]-5-methyl-6,7-dihydro-5H-pyrazolo[5,1-b][1,3]oxazine-3-carboxamide FC1=C(C=CC(=C1)S(=O)(=O)C)C1=NN2C(O[C@@H](CC2)C)=C1C(=O)N[C@@H]1C(NC2=C(C(=N1)C1=CC=CC=C1)C=CC=C2F)=O